(S)-N-(5-cyclopropyl-1H-pyrazol-3-yl)-2-(1-(3,5-difluorophenyl)-1H-pyrazol-3-yl)propanamide C1(CC1)C1=CC(=NN1)NC([C@@H](C)C1=NN(C=C1)C1=CC(=CC(=C1)F)F)=O